ClC=1C(=NC=NC1C)NCCC=1C=NC(=CC1)OC1=CC=C(C=C1)Cl 5-chloro-4-((2-(6-(4-chlorophenoxy)pyridin-3-yl)ethyl)amino)-6-methylpyrimidine